NC1=CC=CC(=N1)S(=O)(=O)NC1=NC(=C(C=C1F)Cl)C1=C(C=CC=C1C)C 6-amino-N-(5-chloro-6-(2,6-dimethylphenyl)-3-fluoropyridin-2-yl)pyridine-2-sulfonamide